ethyl 2-(2-(2-(2-((1-(5-chloro-4-((1-methyl-3-(2-(methylamino)-2-oxoethoxy)-2-oxo-1,2-dihydroquinolin-6-yl)amino)pyrimidin-2-yl)piperidin-4-yl)oxy)ethoxy)ethoxy)ethoxy)acetate ClC=1C(=NC(=NC1)N1CCC(CC1)OCCOCCOCCOCC(=O)OCC)NC=1C=C2C=C(C(N(C2=CC1)C)=O)OCC(=O)NC